N-(4-bromo-thiobenzoyl)piperidine BrC1=CC=C(C(=S)N2CCCCC2)C=C1